ethyl 4-amino-1-(4-methoxybenzyl)-1H-pyrazole-3-carboxylate NC=1C(=NN(C1)CC1=CC=C(C=C1)OC)C(=O)OCC